C([2H])([2H])([2H])N(C1=NSC(=N1)C1=NN=C2N1CCN([C@@H]2C)C(=O)C2=CC=C(C=C2)F)C([2H])([2H])[2H] (R)-(3-(3-(Di(methyl-d3)amino)-1,2,4-thiadiazol-5-yl)-8-methyl-5,6-dihydro-[1,2,4]Triazolo[4,3-a]pyrazin-7(8H)-yl)(4-fluorophenyl)methanone